Cl.ClC1=C(CN2CCN(CC2)C(CN2CCN(CC2)CCC2=CC=CC=C2)=O)C=CC=C1 1-(4-(2-chlorobenzyl)piperazin-1-yl)-2-(4-phenethylpiperazin-1-yl)ethan-1-one hydrochloride